(2S)-2-[[(2R,6R)-2,6-dimethylpiperidine-1-carbonyl]amino]-4-[[(2S)-3-fluoro-2-methoxy-propyl]-[4-(5,6,7,8-tetrahydro-1,8-naphthyridin-2-yl)butyl]amino]butanoic acid C[C@H]1N([C@@H](CCC1)C)C(=O)N[C@H](C(=O)O)CCN(CCCCC1=NC=2NCCCC2C=C1)C[C@@H](CF)OC